(3Z)-17,17-dipropoxy-3-heptadecene-1-ol C(CC)OC(CCCCCCCCCCCC\C=C/CCO)OCCC